4-methyl-1,3-benzoxazol CC1=CC=CC2=C1N=CO2